C(#N)C=1C(=NC(=C(C1CC)C#N)N(C)CC(=O)N1C[C@H]([C@@H](C1)O)O)SC(C(=O)N)C1=CC=CC=C1 2-((3,5-dicyano-6-((2-((3R,4R)-3,4-dihydroxypyrrolidin-1-yl)-2-oxoethyl)(methyl)amino)-4-ethylpyridin-2-yl)thio)-2-phenylacetamide